CO[C@H]1CO[C@H]2[C@@H]1OC[C@@H]2OC2=C(C=C(C=C2)N2N=CC(=C2)C(=O)OCC)N2N=NN=C2 ethyl 1-(4-{[(3s,3ar,6s,6ar)-6-methoxyhexahydrofuro[3,2-b]furan-3-yl] oxy}-3-(1H-tetrazol-1-yl) phenyl)-1H-pyrazole-4-carboxylate